(4-chloro-2-fluorophenyl)pyrrolidine-1-carboxylic acid tert-butyl ester C(C)(C)(C)OC(=O)N1C(CCC1)C1=C(C=C(C=C1)Cl)F